C(C)(C)(C)OC(N[C@@H](CN1C(C=2C=C3C(=CC2CC1)N(C(=N3)C=3N(C1=C(C=CC=C1C3)C#N)CC3=CC=NO3)C)=O)CF)=O (S)-(1-(2-(7-cyano-1-(isoxazol-5-ylmethyl)-1H-indol-2-yl)-1-methyl-5-oxo-1,5,7,8-tetrahydro-6H-imidazo[4,5-g]isoquinolin-6-yl)-3-fluoropropane-2-yl)carbamic acid tert-butyl ester